C(C1=CC=CC=C1)OC1(C2=NN=C(C=3C(=CC(=C(NC(CC=CCC1)C)N3)C(F)(F)F)[N+](=O)[O-])O2)C(F)(F)F 6-Benzyloxy-12-methyl-17-nitro-6,15-bis(trifluoromethyl)-19-oxa-3,4,13,18-tetrazatricyclo[12.3.1.12,5]nonadeca-1(18),2,4,9,14,16-hexaene